(R)-3-[(2S)-1-(tert-butoxy)-3-(3-hydroxyphenyl)-1-oxopropane-2-yl]pyrrolidine-1-carboxylic acid tert-butyl ester C(C)(C)(C)OC(=O)N1C[C@H](CC1)[C@@H](C(=O)OC(C)(C)C)CC1=CC(=CC=C1)O